(S,E)-3-(6-aminopyridin-3-yl)-N-((7-chloro-5-(4-((3-fluoropyrrolidin-1-yl)sulfonyl)phenyl)benzofuran-2-yl)methyl)acrylamide NC1=CC=C(C=N1)/C=C/C(=O)NCC=1OC2=C(C1)C=C(C=C2Cl)C2=CC=C(C=C2)S(=O)(=O)N2C[C@H](CC2)F